NC1=NC=NN2C1=C(C=C2C=2C=C(C(=NC2)OC)C(=O)N[C@@H]2CN(C[C@@H]2F)C2C(CCC2)C)C(F)(F)F 5-[4-amino-5-(trifluoromethyl)-pyrrolo[2,1-f][1,2,4]triazin-7-yl]-N-[(3R,4S)-4-fluoro-1-(2-methylcyclopentyl)-pyrrolidin-3-yl]-2-methoxy-pyridine-3-carboxamide